4-(4-((1R,5S)-3,8-diazabicyclo[3.2.1]octan-3-yl)-8-fluoro-2-(2-(pyrimidin-2-yl)ethoxy)pyrido[4,3-d]pyrimidin-7-yl)naphthalen-2-ol [C@H]12CN(C[C@H](CC1)N2)C=2C1=C(N=C(N2)OCCC2=NC=CC=N2)C(=C(N=C1)C1=CC(=CC2=CC=CC=C12)O)F